CN(C)CC=1C=C(C=CC1)NC=1N=CC2=C(N1)CNCC2 N-{3-[(dimethylamino)methyl]phenyl}-5H,6H,7H,8H-pyrido[3,4-d]pyrimidin-2-amine